β-ethylacrylic acid C(C)C=CC(=O)O